(6-(4-chlorophenyl)-2-(pyridin-3-yl)pyrimidin-4-yl)-6-methylpiperazin-2-one ClC1=CC=C(C=C1)C1=CC(=NC(=N1)C=1C=NC=CC1)N1C(CNCC1C)=O